Cl.N[C@@H](CC(=O)OCC1=CC(=NC(=C1)Cl)Cl)C (2,6-Dichloropyridin-4-yl)methyl (R)-3-aminobutanoate hydrochloride